C(C)(C)(C)C1=CC(=NC=C1)C=1NC2=CC=C(C=C2C1)CC1(CC1)C(=O)O 1-[[2-(4-tert-butyl-2-pyridyl)-1H-indol-5-yl]methyl]cyclopropanecarboxylic acid